ClC1=CC(=C(N=N1)C(=O)N)NC1=C(C(=CC=C1)C1=NN(C(=C1)P(=O)(C1CC1)C1CC1)C)OC 6-chloro-4-((3-(5-(dicyclopropylphosphoryl)-1-methyl-1H-pyrazol-3-yl)-2-methoxyphenyl)amino)pyridazine-3-carboxamide